N3-Methyl-Thymidine CN1C(N([C@H]2C[C@H](O)[C@@H](CO)O2)C=C(C1=O)C)=O